N1C=NC(=C1)C1=CC=C(C=C1)C=1C(N(C=C2C=CC(=NC12)OCC)C1=CC2=CN(N=C2C=C1)C)=O 8-(4-(1H-imidazol-4-yl)phenyl)-2-ethoxy-6-(2-methyl-2H-indazol-5-yl)-1,6-naphthyridin-7(6H)-one